ClC1=C(C2=C(OC(OC2=O)(C)C)C(=C1C)Cl)O 6,8-Dichloro-5-hydroxy-2,2,7-trimethyl-4H-benzo[d][1,3]dioxin-4-one